4-(2-oxo-2-((3-(trifluoromethyl)-[1,1'-biphenyl]-4-yl)amino)ethyl)pyrrolidine-2-carboxylic acid O=C(CC1CC(NC1)C(=O)O)NC1=C(C=C(C=C1)C1=CC=CC=C1)C(F)(F)F